1-n-butyl-3-methylimidazole proline salt N1[C@@H](CCC1)C(=O)O.C(CCC)N1CN(C=C1)C